ClC=1C(=C(C=CC1)NS(=O)(=O)C1=CC=C(S1)S(=O)(=O)N(C)C)N1C(CCCC1)CC#N N5-[3-chloro-2-[2-(cyanomethyl)-1-piperidyl]phenyl]-N2,N2-dimethyl-thiophene-2,5-disulfonamide